OC1=CC=C(C=C1)C1(C=2C=CC=CC2C(C2=CC=CC=C12)=O)C1=CC=C(C=C1)O 10,10-bis(4-hydroxyphenyl)-anthrone